2-[(1RS,2SR)-1-(4,4-difluorocyclohexyl)-2-(6-fluoropyridin-3-yl)-2-hydroxyethyl]-6-[5-(difluoromethyl)-1,3,4-oxadiazol-2-yl]-2,3-dihydro-1H-isoindol-1-one FC1(CCC(CC1)[C@H]([C@@H](O)C=1C=NC(=CC1)F)N1C(C2=CC(=CC=C2C1)C=1OC(=NN1)C(F)F)=O)F |r|